FC1=C(C=C(C=C1)C(O)C1=NC=CN=C1C)C=1C2=C(N=CN1)C=C(C=N2)N2CCOCC2 [4-Fluoro-3-(7-morpholin-4-ylpyrido[3,2-d]pyrimidin-4-yl)phenyl]-(3-methylpyrazin-2-yl)methanol